COC[C@@H](C)OC=1C=C(C[C@@H]2N(CCC2)C2=CC(=CC(N2)=O)N2CCOCC2)C=CC1 6-((R)-2-(3-(((R)-1-methoxypropan-2-yl)oxy)benzyl)pyrrolidin-1-yl)-4-morpholinopyridin-2(1H)-one